methyl 5-((5-chloro-3-(2,2-difluoroethoxy)pyridin-2-yl)oxy)thiazolo[5,4-b]pyridine-2-carboxylate ClC=1C=C(C(=NC1)OC1=CC=C2C(=N1)SC(=N2)C(=O)OC)OCC(F)F